N-stearoyl-L-glutamic acid monosodium salt [Na+].C(CCCCCCCCCCCCCCCCC)(=O)N[C@@H](CCC(=O)O)C(=O)[O-]